(6-(3-cyclopropyl-4-(quinoxalin-2-yl)-1H-pyrazol-1-yl)spiro[3.3]hept-2-yl)methanol C1(CC1)C1=NN(C=C1C1=NC2=CC=CC=C2N=C1)C1CC2(CC(C2)CO)C1